ClC1=C2C=CC=NC2=C(C(=C1)C1NCCC2=CC=CC=C12)O 5-Chloro-7-(1,2,3,4-tetrahydroisochinolin-1-yl)chinolin-8-ol